3-(4-(((4-(1H-pyrazol-4-yl)phenyl)amino)-5-methylpyrimidin-2-yl)phenyl)acrylate N1N=CC(=C1)C1=CC=C(C=C1)NC1=NC(=NC=C1C)C1=CC=C(C=C1)C=CC(=O)[O-]